2-Trifluoromethylbenzophenone FC(C1=C(C(=O)C2=CC=CC=C2)C=CC=C1)(F)F